pentaerythritol tetrakis[beta-(3,5-di-tert-butyl-4-hydroxy-phenyl)-propionate] C(C)(C)(C)C=1C=C(C=C(C1O)C(C)(C)C)CCC(=O)OCC(COC(CCC1=CC(=C(C(=C1)C(C)(C)C)O)C(C)(C)C)=O)(COC(CCC1=CC(=C(C(=C1)C(C)(C)C)O)C(C)(C)C)=O)COC(CCC1=CC(=C(C(=C1)C(C)(C)C)O)C(C)(C)C)=O